N-(3-methyl-1-(2-(trifluoromethyl)phenyl)-1H-pyrazol-5-yl)pyrazolo[1,5-a]pyrimidine-3-carboxamide CC1=NN(C(=C1)NC(=O)C=1C=NN2C1N=CC=C2)C2=C(C=CC=C2)C(F)(F)F